ethyl 2-(2-((7-(4-formylthiazol-2-yl)benzofuran-5-yl)methoxy)phenyl)acetate C(=O)C=1N=C(SC1)C1=CC(=CC=2C=COC21)COC2=C(C=CC=C2)CC(=O)OCC